Cerium disilicide [Si]=[Ce]=[Si]